2-{6-cyclopropyl-4-[4-fluoro-2-(4-methyl-1,2,4-triazol-3-yl)phenyl]pyridin-2-yl}-4-(trifluoromethyl)-3H-isoindol-1-one C1(CC1)C1=CC(=CC(=N1)N1C(C2=CC=CC(=C2C1)C(F)(F)F)=O)C1=C(C=C(C=C1)F)C1=NN=CN1C